((3-ethoxy-3-oxopropyl)(2-methoxyethyl)amino)-3-oxopropanoic acid ethyl ester C(C)OC(C(C=O)N(CCOC)CCC(=O)OCC)=O